[Na+].S(=O)(=O)(OCCCCCCCCCC)[O-] decyl sulfate sodium salt